Methyl (E)-octa-4,7-dienoate C(CC\C=C\CC=C)(=O)OC